ClC1=C(C(=C(C=C1OC)OC)Cl)NC1=NC=CC=C1C1=NC(=NC=N1)NC1=C(C=C(C=C1)N1C[C@@H](N[C@@H](C1)C)C)OC (2-((2,6-dichloro-3,5-dimethoxyphenyl)amino)pyridin-3-yl)-N-(4-((3S,5R)-3,5-dimethylpiperazin-1-yl)-2-methoxyphenyl)-1,3,5-triazin-2-amine